C1(CCCC1)CN1N=C2C(=N1)C(=CC(=C2Br)F)Br 2-cyclopentylmethyl-4,7-dibromo-5-fluorobenzotriazole